FC(OC=1C=C(C=CC1)N1N=C(C2=CC(=CC=C12)C(=O)NC1(CS(C1)(=O)=O)C)[C@@H](CC)O)F (R)-1-(3-(difluoromethoxy)phenyl)-3-(1-hydroxypropyl)-N-(3-methyl-1,1-dioxidothietan-3-yl)-1H-indazole-5-carboxamide